N-([1,1'-biphenyl]-2-yl)-carbamoyl-hydrazine C1(=C(C=CC=C1)N(N)C(N)=O)C1=CC=CC=C1